5-chloro-3-((4-(1,1-difluoroethyl)-1-((4-methyl-6-oxo-2-((pyrimidin-2-yloxy)methyl)-1,6-dihydropyrimidin-5-yl)methyl)-6-oxo-1,6-dihydropyrimidin-5-yl)oxy)-2-fluorobenzonitrile ClC=1C=C(C(=C(C#N)C1)F)OC1=C(N=CN(C1=O)CC1=C(N=C(NC1=O)COC1=NC=CC=N1)C)C(C)(F)F